3-((1-(1-Cyanopyrrolidin-3-yl)ethyl)amino)isochinolin-6-carbonitril C(#N)N1CC(CC1)C(C)NC=1N=CC2=CC=C(C=C2C1)C#N